C(N)(=O)C1=CC(=C(C=C1)B(O)O)C (4-carbamoyl-2-methylphenyl)boronic acid